CN1N=C(C=C1C)C(=O)OCC Ethyl 1,5-dimethylpyrazole-3-carboxylate